2-((S)-1-Acryloyl-4-((S)-7-(3,4-dihydroquinolin-1(2H)-yl)-2-(((S)-1-methylpyrrolidin-2-yl)methoxy)-5,6,7,8-tetrahydroquinazolin-4-yl)piperazin-2-yl)acetonitrile C(C=C)(=O)N1[C@H](CN(CC1)C1=NC(=NC=2C[C@H](CCC12)N1CCCC2=CC=CC=C12)OC[C@H]1N(CCC1)C)CC#N